C1(CC1)[C@@H](\C=C\S(=O)(=O)C)NC(=O)C=1C(=NC(=NC1)C1CC(C1)C)OC1=CC=CC=C1 N-((S,E)-1-cyclopropyl-3-(methylsulfonyl)allyl)-2-((1s,3R)-3-methylcyclobutyl)-4-phenoxypyrimidine-5-carboxamide